2-((2S)-4-(8-fluoro-1-methyl-2'-(((S)-1-methylpyrrolidin-2-yl)methoxy)-5',8'-dihydro-6'H-spiro[isochroman-4,7'-quinazolin]-4'-yl)-1-(2-fluoroacryloyl)piperazin-2-yl)acetonitrile FC=1C=CC=C2C1C(OCC21CCC=2C(=NC(=NC2C1)OC[C@H]1N(CCC1)C)N1C[C@@H](N(CC1)C(C(=C)F)=O)CC#N)C